(4-ethylcyclohexyl)-1-(5-(2-methoxypyridin-4-yl)-1H-pyrazole-3-carbonyl)piperidine-4-carboxamide C(C)C1CCC(CC1)C1N(CCC(C1)C(=O)N)C(=O)C1=NNC(=C1)C1=CC(=NC=C1)OC